C(CCCCCCCCCCCCCCCCC)(=O)N(CCNCCN)C(CCCCCCCCCCCCCCCCC)=O distearoyl-diethylenetriamine